C(C)(C)(C)NC1=CC(=C2C(=N1)C=C(S2)C2=CC=NN2C2OCCCC2)NC(CCO)C2=CC=CC=C2 3-((5-(tert-butylamino)-2-(1-(tetrahydro-2H-pyran-2-yl)-1H-pyrazol-5-yl)thieno[3,2-b]pyridin-7-yl)amino)-3-phenyl-1-propanol